[Li].N1=C(C=CC2=CC=CC=C12)O quinolinol lithium